Cl.C1=C(C=CC2=CC=CC=C12)OC1CC(C1)N (1r,3r)-3-(naphthalen-2-yloxy)cyclobutane-1-amine hydrochloride